CC(CCCC)OC=1C=C2C[C@H](C(=CC2=CC1)CN1CC(C1)C(=O)O)C 1-[((3R)-6-hex-2-yloxy-3-methyl-3,4-dihydronaphthalen-2-yl)methyl]Azetidine-3-carboxylic acid